C(C)(C)(C)OC(N[C@@H]1CN(CCC1)C=1C=NC=C(C1)F)=O N-[(3S)-1-(5-Fluoropyridin-3-Yl)piperidin-3-Yl]carbamic acid tert-butyl ester